COC(C1=C(C(=CC=C1)OCF)[N+](=O)[O-])=O 3-(fluoromethoxy)-2-nitro-benzoic acid methyl ester